C(C)(C)(C)N(C(=O)OCC1=CC=C(C=C1)C1=C(C=CC=C1)OC)CC12CNCC2C1 (2'-methoxy-[1,1'-biphenyl]-4-yl)methanol t-butyl-((3-azabicyclo[3.1.0]hexan-1-yl)methyl)carbamate